CC1=CC=C(C(=N1)C1=CC(=NN1)NC=1N=CC(=NC1)C#N)OC1CC(C1)NC 5-((5-(6-methyl-3-((1r,3r)-3-(methylamino)cyclobutoxy)pyridin-2-yl)-1H-pyrazol-3-yl)amino)pyrazine-2-carbonitrile